4,8-Dimercaptomethyl-1,11-Dimercapto-3,6,9-Trithiaundecan SCC(SCCS)CSCC(SCCS)CS